ClC1=C(C(=NC=C1)C)CCl 4-chloro-3-(chloromethyl)-2-methylpyridine